4-(N-((1s,4R)-4-methylcyclohexyl)isobutyramido)pyrrolidine-2-carboxylic acid CC1CCC(CC1)N(C(C(C)C)=O)C1CC(NC1)C(=O)O